NC1=CC(=C(C(=N1)C1=C(C=2N=C(N=C(C2C=N1)N1CC(CCC1)(O)C)OC[C@]12CCCN2C[C@@H](C1)F)F)C(F)(F)F)C 1-(7-(6-amino-4-methyl-3-(trifluoromethyl)pyridin-2-yl)-8-fluoro-2-(((2R,7aS)-2-fluorohexahydro-1H-pyrrolizin-7a-yl)methoxy)pyrido[4,3-d]pyrimidin-4-yl)-3-methylpiperidin-3-ol